(19R)-3-ethyl-16-fluoro-19-methyl-20-oxa-3,4,11,12,23-pentaazapentacyclo[19.3.1.02,6.08,12.013,18]pentacosa-1(24),2(6),4,8,10,13,15,17,21(25),22-decaen-22-amine C(C)N1C=2C3=CN=C(C(O[C@@H](C4=CC(=CC=C4N4N=CC=C4CC2C=N1)F)C)=C3)N